O1BOCC=N1 1,3,6,2-dioxazaborine